(R)-3-(4,4-difluoroazepan-1-yl)-N-(3-(N-(2-hydroxyacetyl)-S-methylsulfonimidoyl)phenyl)-5-methyl-6-(trifluoromethyl)pyridazine-4-carboxamide FC1(CCN(CCC1)C=1N=NC(=C(C1C(=O)NC1=CC(=CC=C1)[S@@](=O)(=NC(CO)=O)C)C)C(F)(F)F)F